N-((7-(dimethoxymethyl)-4-fluoro-1,2,3,4-tetrahydro-2,4-methylene-1,8-naphthyridin-6-yl)methyl)-2-(dimethylamino)-N-methylacetamide COC(C1=C(C=C2C3(CC(NC2=N1)C3)F)CN(C(CN(C)C)=O)C)OC